O=C1N(CC2=CC(=CC=C12)O[C@H]1[C@@H](CCCC1)NCCC1CCOCC1)C1C(NC(CC1)=O)=O 3-(1-oxo-5-(((1R,2R)-2-((2-(tetrahydro-2H-pyran-4-yl)ethyl)amino)cyclohexyl)oxy)isoindolin-2-yl)piperidine-2,6-dione